FC(O[C@@H]1C[C@H](N(C1)C(=O)OC(C)(C)C)C(NCC1=CC=2C=NC=CC2N1)=O)F tert-butyl (2S,4R)-4-(difluoromethoxy)-2-(1H-pyrrolo[3,2-c]pyridin-2-ylmethylcarbamoyl)pyrrolidine-1-carboxylate